COC(CCC1=CC(=C(C(=C1)C(C)(C)C)O)N1N=C2C(=N1)C=CC=C2)=O.N2N=NC1=C2C=CC=C1 benzotriazole methyl-3-[3-(benzotriazol-2-yl)-5-tert-butyl-4-hydroxy-phenyl]propanoate